ON(O)O dihydroxyl-hydroxylamine